C1(CC1)N1C(=NC2=C1C=C(C=C2F)C2CCN(CC2)C2CC1CCC(C2)N1CC(C)C)C1=CC=C(C=C1)S(=O)(=O)C cyclopropyl-4-fluoro-6-(1-(8-isobutyl-8-azabicyclo[3.2.1]octan-3-yl)piperidin-4-yl)-2-(4-(methylsulfonyl)phenyl)-1H-benzo[d]imidazole